CC1=C(C=C(C=N1)NC(=O)C1CN(C1)C(=O)OC(C)(C)C)[N+](=O)[O-] tert-butyl 3-((6-methyl-5-nitropyridin-3-yl)carbamoyl)azetidine-1-carboxylate